Cl.COC(=O)C1=C(C2=C3C=CC(=NC3=CC=C2N1)O)NC[C@@H](C)N (R)-1-((2-aminopropyl)amino)-7-hydroxy-3H-pyrrolo[3,2-f]quinoline-2-carboxylic acid methyl ester hydrochloride